NC1=NC=C(C2=C1C(=NN2[C@@H]2CN(CC2)C(C=C)=O)C#CC2=CC(=CC(=C2)OC)OC)C (S)-1-(3-(4-amino-3-((3,5-dimethoxyphenyl)ethynyl)-7-methyl-1H-pyrazolo[4,3-c]pyridin-1-yl)pyrrolidin-1-yl)prop-2-en-1-one